trans-6-(3-(Azetidin-1-yl)phenyl)-2-(5-(3-hydroxypyrrolidin-1-yl)pyrimidin-2-yl)phthalazin-1(2H)-one N1(CCC1)C=1C=C(C=CC1)C=1C=C2C=NN(C(C2=CC1)=O)C1=NC=C(C=N1)N1CC(CC1)O